CC(C#CC(SC)=O)C S-methyl 4-methyl-pent-2-ynethioate